CC1=CC=CC=2C(C=NOC21)=O 8-methyl-4H-benzoxazine-4-one